rac-(3aR,5R,7S,7aR)-5-(furan-3-yl)-1,3,3,5,7-pentamethyl-octahydrobenzo[c]isoxazole O1C=C(C=C1)[C@]1(C[C@@H]2[C@H](N(OC2(C)C)C)[C@H](C1)C)C |r|